C(#N)C1(CC1)CC(=O)NC1=C2C=CN(C2=CC=C1)C1=CC=NC=C1 4-(4-(2-(1-cyanocyclopropyl)acetamido)-1H-indol-1-yl)pyridin